{6-[endo-3-amino-8-azabicyclo[3.2.1]octan-8-yl]-3-[5-chloro-3-(dimethylamino)quinoxalin-6-yl]-1H-pyrazolo[3,4-b]pyrazin-5-yl}methanol NC1CC2CCC(C1)N2C2=C(N=C1C(=N2)NN=C1C=1C(=C2N=C(C=NC2=CC1)N(C)C)Cl)CO